[N+](=O)([O-])C1=C(C(=O)[O-])C=C(C=C1)SSC=1C=CC(=C(C(=O)[O-])C1)[N+](=O)[O-] 5,5'-dithiobis-(2-nitrobenzoate)